ClC1=C(C=CC=C1NC(=S)OC1=C(C=CC=C1)C)B(O)O [2-chloro-3-[(2-methylphenoxy)carbothioylamino]phenyl]boronic acid